2,2-difluoro-N-(2-(4-hydroxypiperidin-1-yl)ethyl)-11-oxo-11H-[1,3]dioxolo[4,5-g]pyrido[2,1-b]quinazoline FC1(OC=2C(=CC=3C(N4C(N(C3C2)CCN2CCC(CC2)O)C=CC=C4)=O)O1)F